5-isopropyl-1-[3-(triethoxysilyl)propyl]-1H-tetrazole C(C)(C)C1=NN=NN1CCC[Si](OCC)(OCC)OCC